4-Hexadecanone CCCC(CCCCCCCCCCCC)=O